O1C(OCC1)C=1C=CC(=NC1)C1=C2CCN(C2=CC=C1)C=1C=C(C=2N(N1)C(=CN2)C(=O)N[C@H]2[C@H](C2)F)N(C)CC2=CC=C(C=C2)OC 6-(4-(5-(1,3-Dioxolan-2-yl)pyridin-2-yl)indolin-1-yl)-N-((1R,2S)-2-fluorocyclopropyl)-8-((4-methoxybenzyl)(methyl)amino)imidazo[1,2-b]pyridazine-3-carboxamide